(R)-3-(5-(((trans-3-(3-cyclopropyl-4-(3-fluoro-6-methylpyridin-2-yl)-1H-pyrazol-1-yl)cyclobutyl)methyl)amino)-1-oxoisoindolin-2-yl)piperidine-2,6-dione C1(CC1)C1=NN(C=C1C1=NC(=CC=C1F)C)[C@@H]1C[C@H](C1)CNC=1C=C2CN(C(C2=CC1)=O)[C@H]1C(NC(CC1)=O)=O